6-(2-methoxyphenyl)-2-[1-[oxo(4,5,6,7-tetrahydro-2,1-benzoxazol-3-yl)methyl]-3-azetidinyl]-3-pyridazinone COC1=C(C=CC=C1)C=1C=CC(N(N1)C1CN(C1)C(C=1ON=C2C1CCCC2)=O)=O